COC=1C=C(C=O)C=CC1C=1N(C=C(N1)C(F)(F)F)C 3-methoxy-4-(1-methyl-4-(trifluoromethyl)-1H-imidazol-2-yl)benzaldehyde